C\C(=C/CC[C@@]1([C@H](CC=2C(=C3CNC(C3=CC2OC(=O)N2CCOCC2)=O)O1)O)C)\CCC=C(C)C (2R,3S)-2-((E)-4,8-dimethylnonan-3,7-dien-1-yl)-3-Hydroxy-2-methyl-5-((morpholin-4-carbonyl)oxy)-7-oxo-3,4,7,9-tetrahydropyrano[2,3-e]isoindole